2-Oxo-2H-[1,3'-bipyridin] O=C1N(C=CC=C1)C=1C=NC=CC1